C12(CC(C1)C2)N2C(C=1C3=C(N(N=C3CC2)C2=NNC=C2)N=C(C1)N1[C@@H](COCC1)C)=O (R)-7-(bicyclo[1.1.1]pentan-1-yl)-4-(3-methylmorpholinyl)-2-(1H-pyrazol-3-yl)-2,7,8,9-tetrahydro-6H-1,2,3,7-tetraazabenzo[cd]azulene-6-one